C(C)(CC)NC(=O)C=1C(=C2C=CC(OC2=CC1CCCCC)(CCC=C(C)C)C)O N-(sec-butyl)-5-hydroxy-2-methyl-2-(4-methylpent-3-en-1-yl)-7-pentyl-2H-chromene-6-carboxamide